CN1C=C(C=C(C1=O)NC1=NN2C(CN(CC2)C2COC2)=C1)C1=CC=NC=C1C=O 4-(1-methyl-5-(5-(oxetan-3-yl)-4,5,6,7-tetrahydropyrazolo[1,5-a]pyrazin-2-ylamino)-6-oxo-1,6-dihydropyridin-3-yl)nicotinaldehyde